2-amino-6-methoxy-5-morpholinonicotinic acid NC1=C(C(=O)O)C=C(C(=N1)OC)N1CCOCC1